N-coumarinoxyamide O1C(=O)C(=CC2=CC=CC=C12)O[NH-]